6-Oxa-1-azaspiro[3.5]nonane hydrochloride Cl.N1CCC12COCCC2